COC1=CC=C(CNC(=O)C2=CC(=NC3=CC=CC=C23)C=2OC(=CC2)C)C=C1 N-(4-methoxybenzyl)-2-(5-methylfuran-2-yl)quinoline-4-carboxamide